6-(3-ethoxy-3-oxopropyl)pyridine-3-carboxylic acid C(C)OC(CCC1=CC=C(C=N1)C(=O)O)=O